C(C)(C)(C)OC(=O)NCCCCNC(=O)C1=CC=C(C(=O)O)C=C1 4-((4-((tert-butoxycarbonyl)amino)butyl)carbamoyl)benzoic acid